bisbenzene dichloride [Cl-].[Cl-].C1=CC=CC=C1.C1=CC=CC=C1